8-chloro-5-methoxy-2-(5-methyl-1H-pyrazol-4-yl)-4-(2,8-diazaspiro[4.5]decan-8-yl)pyrido[3,4-d]pyrimidine hydrochloride Cl.ClC1=NC=C(C2=C1N=C(N=C2N2CCC1(CCNC1)CC2)C=2C=NNC2C)OC